NS(=NC(CC1=C(C=C(C=C1C(C)C)C1=CC=C2CCOCC2=C1)C(C)C)=O)(=O)C1=CN=C(S1)C(C)(C)O N-(amino(2-(2-hydroxypropan-2-yl)thiazol-5-yl)(oxo)-λ6-sulfaneylidene)-2-(4-(isochroman-7-yl)-2,6-diisopropylphenyl)acetamide